N-[(3R,5S)-1-(8-cyanoquinoxalin-5-yl)-5-methylpiperidin-3-yl]-2-(4,4-difluoropiperidin-1-yl)acetamide C(#N)C=1C=CC(=C2N=CC=NC12)N1C[C@@H](C[C@@H](C1)C)NC(CN1CCC(CC1)(F)F)=O